3-prenylcinnamic acid allyl ester C(C=C)OC(C=CC1=CC(=CC=C1)CC=C(C)C)=O